FC=1C=C(C=CC1C)OB(O)O 3-fluoro-4-methylphenyl-boric acid